4-(3,4-dichlorophenyl)piperazin ClC=1C=C(C=CC1Cl)N1CCNCC1